C(C(C)C)C1=CC=CC=C1 ISOBUTYLBENZENE